Di-octadecyl-5-tert-butyl-4-hydroxy-3-methylbenzylphosphonat C(CCCCCCCCCCCCCCCCC)C(C1=CC(=C(C(=C1)C(C)(C)C)O)C)(P([O-])([O-])=O)CCCCCCCCCCCCCCCCCC